4-(5-(benzylamino)-6-((3-hydroxy-3-methylbutan-2-yl)oxy)pyrazolo[1,5-a]pyrimidin-3-yl)-2-(difluoromethoxy)-N-((1R,2S)-2-fluorocyclopropyl)-6-methoxybenzamide C(C1=CC=CC=C1)NC1=NC=2N(C=C1OC(C)C(C)(C)O)N=CC2C2=CC(=C(C(=O)N[C@H]1[C@H](C1)F)C(=C2)OC)OC(F)F